C(#N)C=1C=C(C=CC1)N1N=C(C=C1C(NC1=C(C=CC(=C1)C(C1=CC=CC=C1)NCC1CC1)F)=O)C(=O)OC methyl 1-(3-cyanophenyl)-5-(5-((cyclopropylmethylamino) (phenyl) methyl)-2-fluorophenylcarbamoyl)-1H-pyrazole-3-carboxylate